BrC1=C(C(=C(C(=O)NC2=NN=NN2C)C=C1)Cl)C(=O)NCC 4-Bromo-2-chloro-N3-ethyl-N1-(1-methyl-1H-tetrazol-5-yl)isophthalamid